O(C(=O)C)C1=C(C=C(C=C1)C=CC(=O)O)OC 3-(4-acetoxyl-3-methoxyphenyl)acrylic acid